3-((difluoromethyl)sulfonyl)-N-((2-(5-fluoro-6-methoxypyridin-3-yl)-1,6-naphthyridin-7-yl)methyl)benzamide FC(S(=O)(=O)C=1C=C(C(=O)NCC2=NC=C3C=CC(=NC3=C2)C=2C=NC(=C(C2)F)OC)C=CC1)F